tert-butyl 2-methyl-3-oxo-piperazine-1-carboxylate CC1N(CCNC1=O)C(=O)OC(C)(C)C